C(C)N1N=CN=N1 2-Ethyl-2H-tetrazol